Methyl 3-chloro-6-(2,2-difluoro-4-methoxybenzo[d][1,3]dioxol-5-yl)-5-fluoropicolinate ClC=1C(=NC(=C(C1)F)C1=C(C2=C(OC(O2)(F)F)C=C1)OC)C(=O)OC